2-[4-(4,4,5,5-tetramethyl-1,3,2-dioxaborolan-2-yl)phenyl]dibenzothiophene 5,5-dioxide CC1(OB(OC1(C)C)C1=CC=C(C=C1)C1=CC2=C(S(C3=C2C=CC=C3)(=O)=O)C=C1)C